C(C)(C)(C)OC(=O)N[C@@H](C(C)C)C(=O)OCCO 2-hydroxyethyl (tert-butoxycarbonyl)-L-valinate